4,5-dichloro-2-[[4-(hydroxymethyl)azepan-1-yl]methyl]phenol ClC1=CC(=C(C=C1Cl)O)CN1CCC(CCC1)CO